NC1=C(N=CC(=N1)N1CCC2(CC1)C(C1=CC=C(C=C1C2)OC)N)SC2=C(C(=NC=C2)N)Cl 1'-(6-amino-5-((2-amino-3-chloropyridin-4-yl)thio)pyrazin-2-yl)-5-methoxy-1,3-dihydrospiro[indene-2,4'-piperidin]-1-amine